4,5-Dibromo-2H-1,2,3-triazole BrC1=NNN=C1Br